N1N=NC=C1.[N] nitrogen (triazole)